N-(5-carbamoimidoyl-2-methylphenyl)-2-(4-fluoro-2-methylphenoxy)-4-(trifluoromethyl)benzamide C(N)(=N)C=1C=CC(=C(C1)NC(C1=C(C=C(C=C1)C(F)(F)F)OC1=C(C=C(C=C1)F)C)=O)C